CC1=NC(=CC=C1N1CCN(CC1)CC=1C=C(C=2C3=C(C(NC2C1)=O)OC=C3)F)C(NC)=O 7-((4-(2-methyl-6-(methylcarbamoyl)pyridin-3-yl)piperazin-1-yl)methyl)-9-fluoro-furo[2,3-c]quinolin-4(5H)-one